N1=C(C=CC=C1)SSC1=NC=CC=C1 Ortho-Pyridyl Disulfide